NCCCC(CCN)NCCCCCCCCCCCC (3-aminopropyl)-N-dodecylpropane-1,3-diamine